4-(1-hydroxy-2-methylpropan-2-ylamino)-2-((1r,4r)-4-methoxycyclohexylamino)pyrimidine-5-carboxamide OCC(C)(C)NC1=NC(=NC=C1C(=O)N)NC1CCC(CC1)OC